SCCC[Si](OCC)(OCC)OCC (γ-mercaptopropyl)triethoxysilane